[2H]C([C@](C(N1C=CC2=CC(=CC=C12)OC)([2H])[2H])(N(C)C)[2H])([2H])[2H] |r| (R/S)-1,1,1,2,3,3-hexadeuterio-3-(5-methoxyindol-1-yl)-N,N-dimethyl-propan-2-amine